2-Chloro-N-methyl-4-(piperazin-1-yl)benzamide ClC1=C(C(=O)NC)C=CC(=C1)N1CCNCC1